NCC(CN1N=C(N(C1=O)CC=1SC(=CC1)C1=CC2=C(OCO2)C=C1)C)=C(F)F 2-[2-(aminomethyl)-3,3-difluoro-allyl]-4-[[5-(1,3-benzodioxol-5-yl)-2-thienyl]methyl]-5-methyl-1,2,4-triazol-3-one